tert-butyl 4-[6-[2-cyano-3-[[ethyl(methyl)sulfamoyl]amino]-6-fluoro-phenoxy]-4-oxo-quinazolin-3-yl]piperidine-1-carboxylate C(#N)C1=C(OC=2C=C3C(N(C=NC3=CC2)C2CCN(CC2)C(=O)OC(C)(C)C)=O)C(=CC=C1NS(N(C)CC)(=O)=O)F